(S)-(1-(5-chloro-2-propoxyphenethyl)piperidin-3-yl)methanamine hydrochloride Cl.ClC=1C=CC(=C(CCN2C[C@@H](CCC2)CN)C1)OCCC